CN(CCNC=1C=CC=2C(C3=CC=CC=C3SC2C1)=C1C(CC=2C1=C1C=CC=CC1=CC2)C)C N1,N1-dimethyl-N2-(9-(2-methyl-2,3-dihydro-1H-cyclopenta[a]naphthalen-1-ylidene)-9H-thioxanthen-3-yl)ethane-1,2-diamine